C(C1=CC=CC=C1)C1=CC=C(C=C1)F benzyl-4-fluorobenzene